1,9-Nonanediamine C(CCCCCCCCN)N